N-tert-butyl-8-(4-carbamoyl-6-methoxy-2-pyridyl)-1-(3,5-dichlorophenyl)-7-methoxy-N-methyl-5H-isothiochromeno[4,3-c]pyrazole-3-carboxamide C(C)(C)(C)N(C(=O)C=1C2=C(N(N1)C1=CC(=CC(=C1)Cl)Cl)C=1C=C(C(=CC1CS2)OC)C2=NC(=CC(=C2)C(N)=O)OC)C